2-phenyl-5-(2-chlorophenyl)oxazole C1(=CC=CC=C1)C=1OC(=CN1)C1=C(C=CC=C1)Cl